1-(4-(5-(3-chlorophenyl)-8-(3-(dimethylamino)azetidin-1-yl)-3,4-dihydro-2H-pyrano[2,3-f]quinazolin-10-yl)piperazin-1-yl)prop-2-en-1-one ClC=1C=C(C=CC1)C1=C2C(=C3C(=NC(=NC3=C1)N1CC(C1)N(C)C)N1CCN(CC1)C(C=C)=O)OCCC2